tert-butyl (4-((tert-butoxycarbonyl)(4,4-diethoxybutyl)amino)butyl)((2-chloro-[1,1'-biphenyl]-4-yl)methyl)carbamate C(C)(C)(C)OC(=O)N(CCCCN(C(OC(C)(C)C)=O)CC1=CC(=C(C=C1)C1=CC=CC=C1)Cl)CCCC(OCC)OCC